Cl.FC(C1=C(C=NC=C1)OCC1[C@H]2CNC[C@@H]12)(F)F (1R,5S,6S)-6-({[4-(trifluoromethyl)pyridin-3-yl]oxy}methyl)-3-azabicyclo[3.1.0]hexane hydrochloride